Br[C@H](C(=O)OC(C1=CC=CC=C1)C1=CC=CC=C1)CO[Si](C)(C)C(C)(C)C benzhydryl (S)-2-bromo-3-((tert-butyldimethylsilyl)oxy)propanoate